(3S)-3-[(tert-butoxycarbonyl)amino]-3-{4-fluoro-6'-hydroxy-2',3',5-trimethyl-[1,1'-biphenyl]-3-yl}propanoate C(C)(C)(C)OC(=O)N[C@@H](CC(=O)[O-])C=1C=C(C=C(C1F)C)C1=C(C(=CC=C1O)C)C